COC1=NC=C(C2=CC=CC=C12)C(C)NCCCO 3-((1-(1-methoxyisoquinolin-4-yl)ethyl)amino)propan-1-ol